[Si](C)(C)(C(C)(C)C)O[C@@H](C)C=1C=C(C=C2C(C(=C(OC12)C1CC12COC2)C)=O)C 8-[(1S)-1-[tert-Butyl(dimethyl)silyl]oxyethyl]-3,6-dimethyl-2-(5-oxaspiro[2.3]hexan-2-yl)chromen-4-one